CYCLOHEXENEN C1=CC=CCC1